(3-(adamantan-1-yl)-2-(methoxymethoxy)-5-(2,4,4-trimethylpentan-2-yl)phenyl)lithium C12(CC3CC(CC(C1)C3)C2)C=2C(=C(C=C(C2)C(C)(CC(C)(C)C)C)[Li])OCOC